C(C)C1=NC=2C(=CC(=CC2C=2N1C=C(N2)C)C)C(C)=O 1-{5-ethyl-2,9-dimethylimidazo[1,2-c]quinazolin-7-yl}ethan-1-one